C1(CCCCC1)C1=CC=C(C=C1)NC1=CC=C(C=C1)C1CCCCC1 4-cyclohexyl-N-(4-cyclohexylphenyl)benzenamine